2-bromopyrazolo[1,5-a]pyridine BrC1=NN2C(C=CC=C2)=C1